METHYLMETHYLBUTYRAT CC(C(=O)[O-])(CC)C